N-(6-(4-isopropyl-4H-1,2,4-triazol-3-yl)pyridin-2-yl)-4-(4-(methylthio)-1H-imidazol-1-yl)benzofuran-2-carboxamide C(C)(C)N1C(=NN=C1)C1=CC=CC(=N1)NC(=O)C=1OC2=C(C1)C(=CC=C2)N2C=NC(=C2)SC